2-fluoro-5-methoxy-4'-[(1-{[4-(propan-2-yl)phenyl]carbamoyl}-D-prolyl)amino][1,1'-biphenyl]-4-carboxylic acid FC1=C(C=C(C(=C1)C(=O)O)OC)C1=CC=C(C=C1)NC([C@@H]1N(CCC1)C(NC1=CC=C(C=C1)C(C)C)=O)=O